C(C1=CC=CC=C1)(=O)NC=1C(=NC(=CC1)C(=O)NCCC(C)C)C=1C=NC=CC1 benzoylamino-N-isopentyl-[2,3'-bipyridine]-6-carboxamide